NC=1C=CC(=NC1C1=CC=CC=C1)C(=O)N[C@H](C(=O)OCC)CCC(=O)OCC 1,5-diethyl (2S)-2-[(5-amino-6-phenylpyridinyl)formamido]pentanedioate